L-5-hydroxylysine OC(CC[C@H](N)C(=O)O)CN